N=1NN=NC1COCC(C)NC1CCC(CC1)NC1=NC=C(C(=C1)C1=NC(=CC=C1)NCC1(CCOCC1)C#N)Cl 4-(((2'-((4-((1-((2H-tetrazol-5-yl)methoxy)propan-2-yl)amino)cyclohexyl)amino)-5'-chloro-[2,4'-bipyridin]-6-yl)amino)methyl)tetrahydro-2H-pyran-4-carbonitrile